3,3'-dithiobisacrylonitrile C(C=CSSC=CC#N)#N